(2s,4s)-4-(((benzyloxy)carbonyl)amino)pyrrolidine-1,2-dicarboxylic acid 1-tert-butyl ester 2-methyl ester COC(=O)[C@H]1N(C[C@H](C1)NC(=O)OCC1=CC=CC=C1)C(=O)OC(C)(C)C